(3R,4S)-3-cyclopropyl-1-[6-(5-fluoropyridin-3-yl)pyrazolo[1,5-a]pyrazin-4-yl]-4-methyl-2-oxopyrrolidine-3-carbonitrile C1(CC1)[C@]1(C(N(C[C@H]1C)C=1C=2N(C=C(N1)C=1C=NC=C(C1)F)N=CC2)=O)C#N